NC=1N=C(C=C2C=C(N=CC12)NC(=O)C1C2CN(CC12)C1COC1)C=1C=NC=CC1C (exo)-N-[8-amino-6-(4-methylpyridin-3-yl)-2,7-naphthyridin-3-yl]-3-(oxetan-3-yl)-3-azabicyclo[3.1.0]Hexane-6-carboxamide